C1(CCCC1)NC(CN(C)C=1C2=C(N=C(N1)C1=NC=CC(=C1)OCC(C)(C)O)CCC2)=O N-cyclopentyl-2-({2-[4-(2-hydroxy-2-methylpropoxy)pyridin-2-yl]-5H,6H,7H-cyclopenta[d]pyrimidin-4-yl}(methyl)amino)acetamide